methylpropenyl tartrate C(=O)(OC(=CC)C)C(O)C(O)C(=O)[O-]